1-(1-(5-(pyrrolidin-1-yl)pyridin-3-yl)-1H-pyrazol-4-yl)ethan-1-ol N1(CCCC1)C=1C=C(C=NC1)N1N=CC(=C1)C(C)O